ethyl 1-(2-aminoethyl)-6-chloro-5-fluoro-1H-indole-2-carboxylate trifluoroacetate FC(C(=O)O)(F)F.NCCN1C(=CC2=CC(=C(C=C12)Cl)F)C(=O)OCC